CC(CNCCNCC(C)(C)S)(S)C N,N'-bis(2,2-dimethyl-2-mercaptoethyl)ethylenediamine